ClC=1C=C(C=CC1)COC1CCN(CC1)C1(CCOCC1)C(=O)N[C@@H](C)C1=CC=C(C(=O)OC)C=C1 Methyl 4-[(1S)-1-[[4-[4-[(3-chlorophenyl)methoxy]-1-piperidyl]tetrahydropyran-4-carbonyl]amino]ethyl]benzoate